FC1=C(C(=CC(=C1)O[C@H]1CN(CC1)CCCF)F)[C@H]1N([C@@H](CC2=C1NC1=CC=CC=C21)C)C21CC(C2)(C1)C#N 3-((1R,3R)-1-(2,6-difluoro-4-(((R)-1-(3-fluoropropyl)pyrrolidin-3-yl)oxy)phenyl)-3-methyl-1,3,4,9-tetrahydro-2H-pyrido[3,4-b]indol-2-yl)bicyclo[1.1.1]pentane-1-carbonitrile